mono(n-octadecyl) phosphate P(=O)(OCCCCCCCCCCCCCCCCCC)([O-])[O-]